Cl.NC1=NC=C(C2=C1C=NN2)NC(=O)C(=O)N(CC2=NC=C(C=C2)F)CC2=NC=CC=C2Cl N-(4-amino-1H-pyrazolo[4,3-c]pyridin-7-yl)-N'-[(3-chloro-2-pyridyl)methyl]-N'-[(5-fluoro-2-pyridyl)methyl]oxamide Hydrogen chloride